1,4-dihydro-2,4,6-trimethyl-3,5-pyridinedicarboxylic acid CC=1NC(=C(C(C1C(=O)O)C)C(=O)O)C